2-(((2R,7aS)-2-fluorotetrahydro-1H-pyrrolizin-7a(5H)-yl)methoxy)-5-methoxy-N-(4-methoxybenzyl)quinazolin-4-amine F[C@@H]1C[C@@]2(CCCN2C1)COC1=NC2=CC=CC(=C2C(=N1)NCC1=CC=C(C=C1)OC)OC